CCC(C)P(O)(=O)O 1-methyl-2-propanephosphonic acid